ClC1=CC=C(C=C1)C1=C(C=CC=C1)CN1CCC2(CNC2)CC1 7-((4'-chloro-[1,1'-biphenyl]-2-yl)methyl)-2,7-diazaspiro[3.5]nonan